2-(2-cyclopropyl-5-fluoropyridin-4-yl)-3-isopropyl-5-(piperidin-4-yl)-1H-indole C1(CC1)C1=NC=C(C(=C1)C=1NC2=CC=C(C=C2C1C(C)C)C1CCNCC1)F